3-bromo-5-iodo-1,1'-biphenyl BrC=1C=C(C=C(C1)I)C1=CC=CC=C1